isopropyl 2-((5-acrylamido-2-methoxy-4-(methyl (2-(methylamino)ethyl)amino)phenyl)amino)-4-(3,3,5-trimethyl-2,3-dihydro-1H-pyrrolo[3,2-b]pyridin-1-yl)pyrimidine-5-carboxylate C(C=C)(=O)NC=1C(=CC(=C(C1)NC1=NC=C(C(=N1)N1CC(C2=NC(=CC=C21)C)(C)C)C(=O)OC(C)C)OC)N(CCNC)C